FC1(CCC2=C1N=C(N=C2C=2N=CNC2)N2[C@H](CC2)C)F (S)-7,7-difluoro-4-(1H-imidazol-4-yl)2-(2-methylazetidin-1-yl)-6,7-dihydro-5H-cyclopenta[d]pyrimidine